ClC1=C(C=CC=C1)C1=CNC(C2=CC(=CC=C12)OC(C#N)C)=O 2-((4-(2-chlorophenyl)-1-oxo-1,2-dihydroisoquinolin-7-yl)oxy)propanenitrile